FC(C1=C(CN2N=CC(=C2)C#C[Si](C(C)C)(C(C)C)C(C)C)C=CC(=C1)C(F)(F)F)(F)F 1-(2,4-bis(trifluoromethyl)benzyl)-4-((triisopropylsilyl)ethynyl)-1H-pyrazole